Tert-butyl 2-[4-[[5-(1-ethoxycarbonylcyclopropyl)-4-[[(1R,3R)-3-hydroxycyclohexyl]amino]pyrimidin-2-yl]amino]-3-methyl-phenyl]sulfonyl-7-azaspiro[3.5]nonane-7-carboxylate C(C)OC(=O)C1(CC1)C=1C(=NC(=NC1)NC1=C(C=C(C=C1)S(=O)(=O)C1CC2(C1)CCN(CC2)C(=O)OC(C)(C)C)C)N[C@H]2C[C@@H](CCC2)O